3-fluoro-2-hydroxybenzaldehyde FC=1C(=C(C=O)C=CC1)O